12Z-heptadecenoic acid CCCC/C=C\CCCCCCCCCCC(=O)O